(4-(benzyloxy)phenyl)-4-methyl-4H-1,2,4-triazole-3-carbaldehyde C(C1=CC=CC=C1)OC1=CC=C(C=C1)C=1N(C(=NN1)C=O)C